FC1=C2C(=NC(NC2=CC=C1)=O)N1CCOCC2=C1C=CC=C2C#CC(C)(C)O 5-fluoro-4-[6-(3-hydroxy-3-methyl-but-1-ynyl)-3,5-dihydro-2H-4,1-benzoxazepin-1-yl]-1H-quinazolin-2-one